C(C)N1CCN(CC1)C1=CC(=C2C(=N1)CCCCCC2)C2=CC=C(C=C2)F 2-(4-ethyl-1-piperazinyl)-4-(4-fluorophenyl)-5,6,7,8,9,10-hexahydrocycloocta[b]pyridine